N1(CCNCC1)C(=O)C1=CC=C(C#N)C=C1 4-(piperazine-1-carbonyl)benzonitrile